OCCOC(C1=CC=C(C(=O)OCCO)C=C1)=O bis(2-hydroxyethyl)terephthalate